N1=C(C=CC=C1)O[C@@H](COC1=CC=C(C=C1)OC1=CC=CC=C1)C |r| (RS)-4-Phenoxyphenyl 2-(2-pyridyloxy)propyl ether